1-hydroxyethyl-phosphonic acid OC(C)P(O)(O)=O